5-((S)-2-(((benzyloxy)carbonyl)amino)-3,3-dicyclohexylpropionamido)-2-((R)-4-isopropyl-2-oxoimidazolidin-1-yl)-2,3-dihydro-1H-indene-2-carboxylic acid methyl ester COC(=O)C1(CC2=CC=C(C=C2C1)NC([C@H](C(C1CCCCC1)C1CCCCC1)NC(=O)OCC1=CC=CC=C1)=O)N1C(N[C@@H](C1)C(C)C)=O